4-amino-N-(2-(2-ethyl-4-((3-(3-(trifluoromethyl)-1H-pyrazol-4-yl)imidazo[1,2-a]pyrazin-8-yl)amino)benzamido)ethyl)piperidine-1-carboxamide formate C(=O)O.NC1CCN(CC1)C(=O)NCCNC(C1=C(C=C(C=C1)NC=1C=2N(C=CN1)C(=CN2)C=2C(=NNC2)C(F)(F)F)CC)=O